C(#N)C1CN(C1)C1=C(C=NC=C1)C1CN(C1)C(=O)[C@@H]1CC[C@H]2N1C([C@H](CCC2)NC(=O)C2=CC1=C(S2)C=CC(=C1)CP(O)(O)=O)=O ((2-(((3S,6S,9aS)-3-(3-(4-(3-cyanoazetidin-1-yl)pyridin-3-yl)azetidine-1-carbonyl)-5-oxooctahydro-1H-pyrrolo[1,2-a]azepin-6-yl)carbamoyl)benzo[b]thiophen-5-yl)methyl)phosphonic acid